(+/-)-endo-trans-6-{[3-(4-methoxyphenyl)-8-azabicyclo[3.2.1]octan-2-yl]methoxy}isoindolin-1-one COC1=CC=C(C=C1)C1C(C2CCC(C1)N2)COC2=CC=C1CNC(C1=C2)=O